ClC1=NC=C2C(=N1)N(N=C2)C[C@H]2N(CCC2)C(=O)N (2S)-2-[(6-chloropyrazolo[3,4-d]pyrimidin-1-yl)methyl]pyrrolidine-1-carboxamide